C[C@H]1N(CCNC1=O)C(=O)NC(C=1N=C(SC1)C(F)(F)F)[C@@H]1CC[C@H](CC1)C(F)(F)F (2R)-2-methyl-3-oxo-N-((trans-4-(trifluoromethyl)cyclohexyl)((S)-2-(trifluoro-methyl)thiazol-4-yl)methyl)piperazine-1-carboxamide